2-benzyloxy-pyridine-3-carboxylic acid C(C1=CC=CC=C1)OC1=NC=CC=C1C(=O)O